[Pd+2].ClC1=C(C=2NC3=CC=CC(=C3OC2C(=C1)P(C1=CC=CC=C1)C1=CC=CC=C1)P(C1=CC=CC=C1)C1=CC=CC=C1)Cl Dichloro[4,6-bis(diphenylphosphino)phenoxazine] palladium (II)